NC=1C=2N(C=CN1)C(=NC2C2=CC=C(C=C2)[C@@](C)(O)C2=CC(=CC=C2)Cl)[C@H]2CN1C(CC[C@@H]1CC2)=O (6R,8aS)-6-(8-amino-1-{4-[(1R)-1-(3-chlorophenyl)-1-hydroxyethyl]phenyl}imidazo[1,5-a]pyrazin-3-yl)hexahydroindolizin-3(2H)-one